6-Fluoro-2-(hydroxymethyl)-3-iodo-1-(tetrahydrofuran-3-yl)quinolin-4(1H)-one FC=1C=C2C(C(=C(N(C2=CC1)C1COCC1)CO)I)=O